ClC=1C=CC2=CN(N=C2C1NS(=O)(=O)C=1C=NN(C1)C1=CC(=NC=C1)C(F)(F)F)C N-(6-CHLORO-2-METHYL-2H-INDAZOL-7-YL)-1-(2-(TRIFLUOROMETHYL)PYRIDIN-4-YL)-1H-PYRAZOLE-4-SULFONAMIDE